1-(3-[imidazo[1,2-a]pyridin-8-ylmethoxy]pyridin-4-yl)methanamine N=1C=CN2C1C(=CC=C2)COC=2C=NC=CC2CN